ClC1=NC(=CC(=C1)C=1C=C(C=CC1C)NC(=O)C=1N=NC=C(C1)C(F)(F)F)Cl N-[3-(2,6-dichloro-4-pyridyl)-4-methyl-phenyl]-5-(trifluoromethyl)pyridazine-3-carboxamide